2-methylidene-1,3-propanediol C=C(CO)CO